CC1=CC=C(C=C1)S(=O)(=O)OCCC1=CC=C(C=C1)C1=C(CCC2=CC(=CC=C12)OC)C1=C(C=CC=C1)C 4-(6-methoxy-2-(o-tolyl)-3,4-dihydronaphthalen-1-yl)phenethyl 4-methylbenzenesulfonate